NC12CC(C1)(C2)NC(=O)[C@H]2[C@H](C2)COC(F)(F)F |r| rac-(1R,2S)-N-(3-aminobicyclo[1.1.1]pent-1-yl)-2-[(trifluoromethoxy)methyl]cyclopropane-1-carboxamide